N-methyl-3-nitropyridin-4-amine CNC1=C(C=NC=C1)[N+](=O)[O-]